N-(3-(5-fluoro-1H-indol-3-yl)propyl)-4-(3-(piperidin-1-yl)propoxy)benzenesulfonamide FC=1C=C2C(=CNC2=CC1)CCCNS(=O)(=O)C1=CC=C(C=C1)OCCCN1CCCCC1